C(C)(C)(C)C=1C=CC=C(C1)CCCC 5-tert-butylphenyl-butane